NC1=NC=C(C2=C1C(=C(N2C)C2=C(C=C(C=C2)NC(C(=C)C)=O)Cl)C2=CC=C(C=C2)OC2=NC=C(C(=N2)C)F)C#N N-(4-(4-amino-7-cyano-3-(4-((5-fluoro-4-methylpyrimidin-2-yl)oxy)phenyl)-1-methyl-1H-pyrrolo[3,2-c]pyridin-2-yl)-3-chlorophenyl)methacrylamide